C(CCCCCCC)C1C(C1)CCCCCCCC(CC(=O)O)CCCCCCCCC 3-(7-(2-octylcyclopropyl)heptyl)dodecanoic acid